rac-4-chloro-6-((1,1,1-trifluoropropan-2-yl)oxy)pyrimidin-2-amine ClC1=NC(=NC(=C1)O[C@@H](C(F)(F)F)C)N |r|